CC1C(CC2(CC12)C(C)C)O 4-methyl-1-(1-methylethyl)-bicyclo[3.1.0]hexan-3-ol